FC1=C(CC=2C(OC3=CC(=CC=C3C2CCO)OC(N(C)C)=O)=O)C=CC=C1[N+](=O)[O-] dimethylcarbamic acid 3-(2-fluoro-3-nitrobenzyl)-4-(2-hydroxyethyl)-2-oxo-2H-chromen-7-yl ester